[Na+].[Na+].P([O-])(=O)(OP(=O)([O-])OP(=O)(O)O)OC[C@@H]1[C@H]([C@H]([C@@H](O1)N1C=NC=2C(N)=NC=NC12)O)O adenosine 5'-triphosphate disodium salt